BrC1=C(C(=O)O)C=C(C=C1)NCC1=C(C(=C(C(=C1F)F)C(F)(F)F)F)F 2-Bromo-5-(2,3,5,6-tetrafluoro-4-trifluoromethylbenzylamino)benzoic acid